N-((3R,4S)-4-((6-(2,6-dichloro-3,5-dimethoxyphenyl)-8-(2-methoxyethyl)pyrido[3,4-d]pyrimidin-2-yl)amino)tetrahydrofuran-3-yl)acrylamide ClC1=C(C(=C(C=C1OC)OC)Cl)C1=CC2=C(N=C(N=C2)N[C@H]2[C@H](COC2)NC(C=C)=O)C(=N1)CCOC